C1(CC1)C1=NN(C(=C1C(F)(F)F)C(=O)OCC)C[C@@H]1CC(CC1)(F)F Ethyl (S)-3-cyclopropyl-1-((3,3-difluorocyclopentyl)methyl)-4-(trifluoromethyl)-1H-pyrazole-5-carboxylate